(2S)-2-(((2-(3-chlorophenyl)-2,2-difluoro-1-phenylethoxy)carbonyl)amino)-3-(1-methylcyclopropyl)propanoic acid ClC=1C=C(C=CC1)C(C(OC(=O)N[C@H](C(=O)O)CC1(CC1)C)C1=CC=CC=C1)(F)F